2-(3,5-dimethoxyphenyl)-2-ethoxy-acetic acid COC=1C=C(C=C(C1)OC)C(C(=O)O)OCC